(2S)-2-amino-N-[4-bromo-3-chloro-2-(2,6-difluorobenzoyl)phenyl]Butanamide N[C@H](C(=O)NC1=C(C(=C(C=C1)Br)Cl)C(C1=C(C=CC=C1F)F)=O)CC